CC(CC)(CCCCCCCCCCCCCCC)C1=NOC(N1)=O 3-(3-methyloctadecan-3-yl)-1,2,4-oxadiazol-5(4H)-one